OC(C)(C)C=1C(N(C=CC1)C1=NC=C(C=C1)C)=O (2-hydroxy-prop-2-yl)-5'-methyl-[1,2'-bipyridine]-2-one